CNS(=O)(=O)CCC1=CC(=CC=C1)B1OC(C(O1)(C)C)(C)C N-methyl-2-(3-(4,4,5,5-tetramethyl-1,3,2-dioxaborolan-2-yl)phenyl)ethanesulfonamide